N-Hydroxy-5-methyl-1,2-oxazole ON1OC(=CC1)C